C1(=CC=CC=C1)OC1=CC=C(CCC=C)C=C1 (4-phenyloxybenzyl)prop-2-ene